ClC=1C(=C2C=NNC2=C(C1F)C(=O)OCC)C=1N=CC=2N(C1)C=C(N2)NC(=O)[C@H]2[C@H](C2)F ethyl 5-chloro-6-fluoro-4-(2-((1S,2S)-2-fluorocyclopropane-1-carboxamido)imidazo[1,2-a]pyrazin-6-yl)-1H-indazole-7-carboxylate